CN(C1=CC2=C(N(C(=N2)C=2C(=NON2)NC(OC(C)(C)C)=O)CC=2C=NC=CC2)C=C1)C tert-butyl N-[4-[5-(dimethylamino)-1-(pyridin-3-ylmethyl)benzimidazol-2-yl]-1,2,5-oxadiazol-3-yl]carbamate